C(C)C(CP(OCC(CCCC)CC)([O-])=O)CCCC Mono-2-ethylhexyl 2-ethylhexylphosphonate